N-[2-fluoro-5-[2-(2-hydroxyethoxy)-6-(morpholin-4-yl)pyridin-4-yl]-4-methylphenyl]-2-oxa-6-azaspiro[3.5]nonane-6-carboxamide FC1=C(C=C(C(=C1)C)C1=CC(=NC(=C1)N1CCOCC1)OCCO)NC(=O)N1CC2(COC2)CCC1